BrCCC1=CC=C(C=C1)C(F)(F)F 1-(2-Bromoethyl)-4-(trifluoromethyl)benzene